ethyl alpha-fluoroacrylate FC(C(=O)OCC)=C